trans-4-[[4-[2-(2-amino-3-pyridyl)-6-phenyl-benzimidazol-1-yl]phenyl]carbamoyl]cyclohexanecarboxylic acid NC1=NC=CC=C1C1=NC2=C(N1C1=CC=C(C=C1)NC(=O)[C@@H]1CC[C@H](CC1)C(=O)O)C=C(C=C2)C2=CC=CC=C2